5-[(1R)-1-(3,5-dichloro-4-pyridinyl)ethoxy]-6-fluoro-3-iodo-1-tetrahydropyran-2-yl-indazole ClC=1C=NC=C(C1[C@@H](C)OC=1C=C2C(=NN(C2=CC1F)C1OCCCC1)I)Cl